3-(1-methyl-1H-pyrazol-4-yl)-4,5,6,7-tetrahydrobenzo[d]isoxazol-7-amine CN1N=CC(=C1)C1=NOC2=C1CCCC2N